ClC=1C=C2CN(CC2=CC1I)C(CC[C@@]1(C(NC(N1)=O)=O)C1CC1)=O (S)-5-(3-(5-chloro-6-iodoisoindolin-2-yl)-3-oxopropyl)-5-cyclopropylimidazole-2,4-dione